3-amino-N-[2-(4-amino-2-ethylpyrrolidin-1-yl)-5,6,7,8-tetrahydroquinolin-6-yl]-4,6-dimethylthieno[2,3-b]pyridine-2-carboxamide NC1=C(SC2=NC(=CC(=C21)C)C)C(=O)NC2CC=1C=CC(=NC1CC2)N2C(CC(C2)N)CC